7,8-dihydro-6H-Imidazo[1',2':1,5]pyrrolo[2,3-d]pyrimidine N1=CN=CC2=C1N1C(=C2)NCC1